(5-(4-nitrophenyl)-2-(4-(trifluoromethyl)phenyl)Oxazol-4-yl)(piperazin-1-yl)methanone [N+](=O)([O-])C1=CC=C(C=C1)C1=C(N=C(O1)C1=CC=C(C=C1)C(F)(F)F)C(=O)N1CCNCC1